FC(C(=O)O)(F)F.FC(C(=O)O)(F)F.OC=1C=C2C=CC(=CC2=CC1)CNC(C(=O)N)CCC1=CC=CC=C1 2-(((6-hydroxynaphthalen-2-yl)methyl)amino)-4-phenylbutanamide di-trifluoroacetate